(8aS)-hexahydropyrrolo[1,2-a]pyrazin C1C=2N(CCN1)CCC2